6-fluoro-7-[1-(2,2,3,3,3-pentafluoropropyl)pyrazolo[3,4-c]pyridin-5-yl]-2-(trifluoromethyl)quinoxaline FC=1C=C2N=CC(=NC2=CC1C=1C=C2C(=CN1)N(N=C2)CC(C(F)(F)F)(F)F)C(F)(F)F